N1CCCC12CCCCC2 azaspiro[4.5]decane